propane-1-sulfonic acid lithium salt [Li+].C(CC)S(=O)(=O)[O-]